BrC=1C=C2C(N(C(C2=CC1)=O)C1C(NC(CC1)=C=O)=C=O)=O 5-bromo-2-(2,6-dicarbonylpiperidin-3-yl)isoindoline-1,3-dione